(R)-N-(1-methylpiperidin-4-yl)-3-(1-(4-oxo-7-(5-(trifluoromethyl)-1H-pyrazol-4-yl)quinazolin-3(4H)-yl)ethyl)benzamide CN1CCC(CC1)NC(C1=CC(=CC=C1)[C@@H](C)N1C=NC2=CC(=CC=C2C1=O)C=1C=NNC1C(F)(F)F)=O